(R*)-(9-fluoro-10,11-dihydrobenzo[6,7]oxepino[3,2-b]pyridin-11-yl)methanamine FC1=CC=CC2=C1C[C@@H](C1=NC=CC=C1O2)CN |o1:8|